N-(6-(3-chlorophenyl)-1H-pyrazolo[3,4-d]pyrimidin-4-yl)-5-nitrothiophene-2-carboxamide ClC=1C=C(C=CC1)C1=NC(=C2C(=N1)NN=C2)NC(=O)C=2SC(=CC2)[N+](=O)[O-]